C12N(CC(CC1)C2)C(=O)C2=CN(C(C1=CC(=C(C=C21)OC)OC)=O)C2=C1C=CN(C1=CC(=C2)F)C 4-{2-azabicyclo[2.2.1]heptane-2-carbonyl}-2-(6-fluoro-1-methyl-1H-indol-4-yl)-6,7-dimethoxy-1,2-dihydroisoquinolin-1-one